rac-(3S)-N,N-dimethyl-1-[6-[5-(6-methyl-2-pyridyl)-1H-triazol-4-yl]-1,5-naphthyridin-3-yl]pyrrolidin-3-amine CN([C@@H]1CN(CC1)C=1C=NC2=CC=C(N=C2C1)C=1N=NNC1C1=NC(=CC=C1)C)C |r|